5-(4-(7-((1H-Imidazol-1-yl)methyl)-5-(1-methyl-3-(trifluoromethyl)-1H-pyrazol-4-yl)-1-oxo-3,4-dihydroisoquinolin-2(1H)-yl)-6-methoxy-2-methylquinolin-8-yl)-1,3,4-oxadiazol N1(C=NC=C1)CC1=CC(=C2CCN(C(C2=C1)=O)C1=CC(=NC2=C(C=C(C=C12)OC)C1=NN=CO1)C)C=1C(=NN(C1)C)C(F)(F)F